C(C)C1=C(C(=C(C(=C1CN)CC)CN)CC)CN 2,4,6-triethylbenzene-1,3,5-trimethylamine